C(N)(OC1=NC=C(N=C1)C#CC=O)=O (5-(3-oxoprop-1-yn-1-yl) pyrazine-2-yl) carbamate